NC1=C(C(=NC=N1)NC1=CC(=C2C(=[N+]1[O-])C1(NC2=O)CCCCC1)C)OC 2'-((6-amino-5-methoxypyrimidin-4-yl)amino)-4'-methyl-5'-oxo-5',6'-dihydrospiro[cyclohexane-1,7'-pyrrolo[3,4-b]pyridine] 1'-oxide